7-methyl-6-oxo-5,6-dihydropyrido[3,2-e]pyrrolo[1,2-a]pyrazine-3-carboxylic acid CC=1C=CN2C1C(NC1=C2N=CC(=C1)C(=O)O)=O